4-amino-N-(6-cyclopropyl-2,3-dihydrobenzofuran-3-yl)-N-methyl-1,3-dihydrofuro[3,4-c]quinoline-8-carboxamide NC1=NC=2C=CC(=CC2C2=C1COC2)C(=O)N(C)C2COC1=C2C=CC(=C1)C1CC1